4-fluoro-1-(1-(phenyl-d5)ethyl)-1H-imidazole-5-carboxylic acid FC=1N=CN(C1C(=O)O)C(C)C1=C(C(=C(C(=C1[2H])[2H])[2H])[2H])[2H]